C(C)(C)(C)OOC(CCC(=O)OCCCC)(C)OOC(C)(C)C Butyl 4,4-di(tert-butyl peroxy)valerate